NC1=C(SC2=NC(=CC=C21)C)C(=O)N[C@H]2COC1=CC(=CC=C1C2)N2C[C@@H]([C@@H](C2)F)N 3-amino-N-((R)-7-((3S,4R)-3-amino-4-fluoropyrrolidin-1-yl)chroman-3-yl)-6-methylthieno[2,3-b]pyridine-2-carboxamide